((5-(3-bromo-2,6-difluorophenoxy)-3,3-difluoro-2-phenylpentan-2-yl)oxy)triethylsilane BrC=1C(=C(OCCC(C(C)(C2=CC=CC=C2)O[Si](CC)(CC)CC)(F)F)C(=CC1)F)F